FC(COC=1C(=NON1)C(=O)O)F 4-(2,2-difluoroethoxy)-1,2,5-oxadiazole-3-carboxylic acid